C(C1=CC=CC=C1)(=O)C=1C=C(C=CC1)NC(C1=C(C=CC=C1)OCCCC)=O N-(3-benzoylphenyl)-2-butoxybenzamide